CC(CNC(CCCCCCCCCCCCC)=O)=C 10E-tetradecanoic acid-N-(2-methyl-2-propenyl) amide